(R/S)-N-(1-(indolin-4-yl)ethyl)-2-methyl-6-morpholino-8,9-dihydro-7H-cyclopenta[h]quinazolin-4-amine N1CCC2=C(C=CC=C12)[C@@H](C)NC1=NC(=NC2=C3C(=C(C=C12)N1CCOCC1)CCC3)C |r|